(2-((6-aminopyridin-3-yl)methyl)-1,2,3,4-tetrahydroisoquinolin-6-yl)methanol NC1=CC=C(C=N1)CN1CC2=CC=C(C=C2CC1)CO